1-Behenamidopropyl-Dimethylamine C(CCCCCCCCCCCCCCCCCCCCC)(=O)NC(CC)N(C)C